C(C1=CC=CC=C1)C1N(C(OC1)=O)C(\C=C\C=1C=C(C=CC1)C1=CC(=CC=C1)OC)=O (E)-4-benzyl-3-(3-(3'-methoxy-[1,1'-biphenyl]-3-yl)propenoyl)oxazolidin-2-one